6-bromo-2-((R)-1-((S)-4,6-dimethyl-1,4-diazepan-1-yl)butyl)-3-ethylpyrido[2,3-d]pyrimidin-4(3H)-one BrC1=CC2=C(N=C(N(C2=O)CC)[C@@H](CCC)N2CCN(C[C@@H](C2)C)C)N=C1